1-(t-Butyloxycarbonyl-amino)-3,6-dioxa-8-octaneamine C(C)(C)(C)OC(=O)NCCOCCOCCN